dimethyl-pelargonamide 2-butyl-1H-imidazo[4,5-c]quinoline-7-carboxylate C(CCC)C=1NC2=C(C=NC=3C=C(C=CC23)C(=O)O)N1.CC(C(=O)N)(CCCCCCC)C